(R)-N-(1-(1-(4-fluorophenyl)-6-methyl-1H-indazol-5-yl)pyrrolidin-3-yl)-N,1-dimethyl-1H-pyrazole-4-sulfonamide FC1=CC=C(C=C1)N1N=CC2=CC(=C(C=C12)C)N1C[C@@H](CC1)N(S(=O)(=O)C=1C=NN(C1)C)C